C(C)OC(=C)C1=CC=C(N=N1)C=1C(=C(N)C=CC1)OC 3-(6-(1-ethoxyvinyl)pyridazin-3-yl)-2-methoxyaniline